C(C=C)(=O)OC(C(F)(F)F)C(F)(F)F 1,1,1,3,3,3-hexafluoropropan-2-yl acrylate